3-[4-methylpiperazin-1-yl]Pyrazin-2(1H)-one CN1CCN(CC1)C=1C(NC=CN1)=O